[(Z)-4-[(1S,4aS,8aS)-5,5,8a-trimethyl-2-methylene-decalin-1-yl]-2-methyl-but-1-enyl] formate C(=O)O\C=C(/CC[C@H]1C(CC[C@H]2C(CCC[C@]12C)(C)C)=C)\C